C(C)OC1=CCC1 4-ethoxycyclobut-3-ene